[[4-chloro-3-(3,5-dichloro-pyridin-2-yl)-benzoyl]-(2-methoxy-phenyl)-amino]-acetic acid methyl ester COC(CN(C1=C(C=CC=C1)OC)C(C1=CC(=C(C=C1)Cl)C1=NC=C(C=C1Cl)Cl)=O)=O